4-[[3-[4-(difluoromethoxy)phenyl]imidazo[1,2-a]pyrazin-8-yl]amino]-2-ethenyl-N-methyl-N-(2-piperazin-1-ylethyl)benzamide FC(OC1=CC=C(C=C1)C1=CN=C2N1C=CN=C2NC2=CC(=C(C(=O)N(CCN1CCNCC1)C)C=C2)C=C)F